(S)-2-(4-acrylamidophenyl)-2-aminoacetic acid C(C=C)(=O)NC1=CC=C(C=C1)[C@@H](C(=O)O)N